(2S,4R)-1-[(2S)-2-(4-cyclopropyltriazol-1-yl)-3,3-dimethyl-butanoyl]-N-[2-(3,4-difluorophenyl)-3-methyl-butyl]-4-hydroxy-pyrrolidine-2-carboxamide C1(CC1)C=1N=NN(C1)[C@H](C(=O)N1[C@@H](C[C@H](C1)O)C(=O)NCC(C(C)C)C1=CC(=C(C=C1)F)F)C(C)(C)C